[Si](C)(C)(C(C)(C)C)C#CC1=NC=C(C(=N1)C)B(O)O (2-((tert-butyldimethylsilyl)ethynyl)-4-methylpyrimidin-5-yl)boronic acid